(R)-tetrahydropyrrole-3-carboxylic acid N1C[C@@H](CC1)C(=O)O